C(C1=CC=CC=C1)(C1=CC=CC=C1)N1C(CN(CC1)C(=O)C=1C=C2C(N(C(C2=CC1)=O)C1C(NC(CC1)=O)=O)=O)(C)C 5-(4-benzhydryl-3,3-dimethylpiperazine-1-carbonyl)-2-(2,6-dioxopiperidin-3-yl)isoindoline-1,3-dione